N-(6-methylpyridazin-3-yl)propanamide CC1=CC=C(N=N1)NC(CC)=O